C1(=CC=CC=C1)NCCCN N1-phenylpropane-1,3-diamine